ClC=C(C(F)F)Cl 1,2-DICHLORO-3,3-DIFLUORO-1-PROPENE